[Si](C)(C)(C(C)(C)C)OC1CCN(CC1)C=1C=C(C=C2C(N(C=3N(C12)[C@@H](CN3)C)CC=3C=NN(C3)C)=O)S(=O)(=O)NC3(CC3)C (1R)-9-{4-[(tert-butyldimethylsilyl)oxy]piperidin-1-yl}-1-methyl-N-(1-methylcyclopropyl)-4-[(1-methylpyrazol-4-yl)methyl]-5-oxo-1H,2H-imidazo[1,2-a]quinazoline-7-sulfonamide